CC1(C2=CC=CC=C2C=2C=C(C=CC12)C(=O)NCC(=O)N1[C@@H](C[C@H](C1)S(=O)(=O)C)C(=O)OC)C methyl (2S,4R)-1-((9,9-dimethyl-9H-fluorene-3-carbonyl)glycyl)-4-(methylsulfonyl)pyrrolidine-2-carboxylate